5-(5-Fluoro-1-methyl-1H-pyrazol-4-yl)-2-{5-[(2,2,6,6-tetramethylpiperidin-4-yl)oxy][1,3]thiazolo[5,4-d][1,3]thiazol-2-yl}phenol Trifluoroacetat FC(C(=O)O)(F)F.FC1=C(C=NN1C)C=1C=CC(=C(C1)O)C=1SC=2N=C(SC2N1)OC1CC(NC(C1)(C)C)(C)C